CS(=O)(=O)CN1N=C(C=2C=NC(=CC21)C(=O)N2CCOCCC2)C=2C=NN1C2C=CC=C1 (1-methanesulfonylmethyl-3-pyrazolo[1,5-a]pyridin-3-yl-1H-pyrazolo[4,3-c]pyridin-6-yl)-1,4-oxaazepan-4-yl-methanone